(S)-2-(bromomethyl)-1-(oxetan-2-ylmethyl)-1H-thieno[2,3-d]imidazole-5-carboxylic acid methyl ester COC(=O)C1=CC2=C(N=C(N2C[C@H]2OCC2)CBr)S1